4-(4-(1-(2-(dimethylamino)-2-carbonylethyl)-1H-pyrazol-4-yl)phenyl)-N,N-dimethylthieno[2,3-c]pyridine-2-carboxamide CN(C(CN1N=CC(=C1)C1=CC=C(C=C1)C1=C2C(=CN=C1)SC(=C2)C(=O)N(C)C)=C=O)C